Vinylformamid C(=C)NC=O